COC1=CC(=C(/C=C/C2=CC=C(C(=O)OC)C=C2)C=C1)C Methyl (E)-4-(4-methoxy-2-methylstyryl)benzoate